C1(CC1)S(=O)(=O)NC=1SC=C(N1)C(C)(C)NC(=O)C1=NC=C(C=C1)C1=NC(=CN=C1)OCC N-(2-(2-(cyclopropanesulfonylamino)thiazol-4-yl)propan-2-yl)-5-(6-ethoxypyrazin-2-yl)pyridinecarboxamide